C(C)N(C(C1=C(C=CC(=C1)F)OC1=C(N=CN=N1)N1CC2(CN(C2)[C@H](CCNCCCO)C(C)C)CC1)=O)C(C)C (R)-N-ethyl-5-fluoro-2-((5-(2-(1-((3-hydroxypropyl)amino)-4-methylpentan-3-yl)-2,6-diazaspiro[3.4]octan-6-yl)-1,2,4-triazin-6-yl)oxy)-N-isopropylbenzamide